3-(5-(4-((3-fluoropyrrolidin-1-yl)methyl)-1-methyl-1H-pyrrolo[2,3-b]pyridin-6-yl)-1-oxoisoindolin-2-yl)piperidine-2,6-dione FC1CN(CC1)CC1=C2C(=NC(=C1)C=1C=C3CN(C(C3=CC1)=O)C1C(NC(CC1)=O)=O)N(C=C2)C